[In].[Ga].[Zn] zinc-gallium-Indium